C(C=C)(=O)C1=C(C=CC=C1)C=1C=C2C(CN(C(C2=CC1)=O)CC1=CC(=C(C=C1)C(F)(F)F)F)C(=O)O 6-(2-acryloylphenyl)-2-(3-fluoro-4-(trifluoromethyl)benzyl)-1-oxo-1,2,3,4-tetrahydroisoquinoline-4-carboxylic acid